N-(5-((2S)-Bicyclo[2.2.1]hept-5-en-2-yl)-7-(dimethylamino)-5-methyl-10-(o-tolyl)dibenzo[b,e]silin-3(5H)-ylidene)-N-methylmethanaminium C12[C@H](CC(C=C1)C2)[Si]2(C=1C(=C(C3=C2C=C(C=C3)N(C)C)C3=C(C=CC=C3)C)C=CC(C1)=[N+](C)C)C